C(C)(C)(C)OC(=O)N[C@@H](C)C(=O)OCC1CCCCC1 Cyclohexylmethyl (tert-butoxycarbonyl)-L-alaninate